5-bromo-3-chloro-2-(methoxymethyl)pyridine BrC=1C=C(C(=NC1)COC)Cl